2-methyl-5-pyrazin-2-yl-1,3-thiazole-4-carboxylic acid CC=1SC(=C(N1)C(=O)O)C1=NC=CN=C1